C(C)OCCCOC=C(C)C1=CC=C(C=C1)C(=COCCCOCC)C 1,4-bis(1-(3-ethoxypropoxy)prop-1-en-2-yl)benzene